N-((6-(trifluoromethyl)-1-(4-(trifluoromethyl)phenyl)-1,2,3,4-tetrahydro-1,5-naphthyridin-3-yl)methyl)acetamide FC(C=1N=C2CC(CN(C2=CC1)C1=CC=C(C=C1)C(F)(F)F)CNC(C)=O)(F)F